5-(chloromethyl)-1-propyl-tetrazole ClCC1=NN=NN1CCC